(3-(2-(2-aminoethoxy)ethoxy)propionylamino)-N-(5-chloropyridin-2-yl)benzamide NCCOCCOCCC(=O)NC1=C(C(=O)NC2=NC=C(C=C2)Cl)C=CC=C1